C(#N)C1=C(C=C(CCNC(OC(C)(C)C)=O)C=C1)OC tert-butyl (4-cyano-3-methoxyphenethyl)carbamate